C(C)C=1N=C2N(C=C(C=C2)C=2CCNCC2)C1N(C=1SC=C(N1)C1=CC=C(C=C1)C(F)(F)F)C [2-Ethyl-6-(1,2,3,6-tetrahydro-pyridin-4-yl)-imidazo[1,2-a]pyridin-3-yl]-methyl-[4-(4-trifluoromethyl-phenyl)-thiazol-2-yl]-amine